benzyloxy(2-methylbenzyloxy)diethylsilane (S)-4-(3-((S)-3,4-bis(octanoyloxy)butoxy)-5-((dimethylamino)methyl)phenoxy)butane-1,2-diyldioctanoate C(CCCCCCC)(=O)O[C@@H](CCOC=1C=C(OCC[C@@H](CCCCCCCCC(=O)O)CCCCCCCC(=O)O)C=C(C1)CN(C)C)COC(CCCCCCC)=O.C(C1=CC=CC=C1)O[Si](CC)(CC)OCC1=C(C=CC=C1)C